1-METHYL-CYCLOHEXENE CC1=CCCCC1